O=C1N(CCN2[C@@H]1CNCC2)C2=CC(=CC=C2)C(F)(F)F (R)-9-Oxo-8-(3-(trifluoromethyl)phenyl)octahydro-2H-pyrazino[1,2-a]pyrazin